C(C)(C)(C)OC(=O)N1CC(C1)N1N=CC(=C1)C1=C(C2=C(C(=N1)Cl)N=CS2)C2=C(C=C(C=C2)F)OC 3-[4-[4-chloro-7-(4-fluoro-2-methoxy-phenyl)thiazolo[4,5-c]pyridin-6-yl]pyrazol-1-yl]azetidine-1-carboxylic acid tert-butyl ester